tert-butyl 4-(5-chloro-3-fluoro-2-pyridyl)piperidine-1-carboxylate ClC=1C=C(C(=NC1)C1CCN(CC1)C(=O)OC(C)(C)C)F